C1(CC1)N1C(=NC=2C(=NC(=CC21)C2=CC=C(CN1CCC(CC1)N1CCOCC1)C=C2)C)C2=CC=C(C=C2)S(=O)(=O)C 4-(1-(4-(1-cyclopropyl-4-methyl-2-(4-(methylsulfonyl)phenyl)-1H-imidazo[4,5-c]pyridin-6-yl)benzyl)piperidin-4-yl)morpholine